N-(1-(butylsulfonyl)piperidin-4-yl)-N-(furan-2-ylmethyl)isoquinoline-3-carboxamide C(CCC)S(=O)(=O)N1CCC(CC1)N(C(=O)C=1N=CC2=CC=CC=C2C1)CC=1OC=CC1